OCCC(C(=O)O)(CC)CCO bis-(2-hydroxyethyl)butyric acid